(1S,3aR,6aS)-N-((S)-1-cyano-2-((R)-2-oxopiperidin-3-yl)ethyl)-2-(4,7-difluoro-6-chloro-1H-indole-2-carbonyl)-5,5-difluorooctahydrocyclopenta[c]pyrrole-1-carboxamide C(#N)[C@H](C[C@@H]1C(NCCC1)=O)NC(=O)[C@H]1N(C[C@H]2[C@@H]1CC(C2)(F)F)C(=O)C=2NC1=C(C(=CC(=C1C2)F)Cl)F